tert-butyl (3S,4R)-3-fluoro-4-[(1S)-1-{[(R)-2-methylpropane-2-sulfinyl]amino}ethyl]piperidine-1-carboxylate F[C@@H]1CN(CC[C@@H]1[C@H](C)N[S@](=O)C(C)(C)C)C(=O)OC(C)(C)C